4-((2-methyl-6-chlorobenzyl)amino)-2-((1-methyl-1H-pyrazol-4-yl)amino)pyrimidin-5-carboxamide CC1=C(CNC2=NC(=NC=C2C(=O)N)NC=2C=NN(C2)C)C(=CC=C1)Cl